C(#N)C=1C=C(C=NC1)NC(OC(C)(C)C)=O tert-butyl (5-cyanopyridin-3-yl)carbamate